FC1(CCN(CC1)C1=CC=C(N=N1)NC1C[C@@H]2[C@@H](CN(C2)CC2CCOCC2)C1)F (3aR,5s,6aS)-N-[6-(4,4-difluoro-1-piperidyl)pyridazin-3-yl]-2-(tetrahydropyran-4-ylmethyl)-3,3a,4,5,6,6a-hexahydro-1H-cyclopenta[c]pyrrol-5-amine